(4-cyano-1-(cyclopropylmethyl)-1H-pyrazol-5-yl)-2-cyclopropylacetamide C(#N)C=1C=NN(C1C(C(=O)N)C1CC1)CC1CC1